N-((3,5-dimethoxybenzyl)oxy)-6-(4-ethoxyphenyl)-5-hydroxypyrazine-2-carboxamide COC=1C=C(CONC(=O)C2=NC(=C(N=C2)O)C2=CC=C(C=C2)OCC)C=C(C1)OC